CC=1N=C(SC1C(=O)NC(C)C1=CC=CC=C1)C1=C(C(=C(C(=C1)F)F)O)F 4-Methyl-N-(1-phenylethyl)-2-(2,4,5-trifluoro-3-hydroxyphenyl)thiazole-5-carboxamide